BrC1=CC=C(C(=N1)NC(=O)[C@H]1N([C@@H]2C[C@@]2(C1)C)C(CN1C=C(C2=CC(=CC=C12)C=1C=NC(=NC1)C)C(C(F)(F)F)=O)=O)C (1R,3S,5R)-N-(6-bromo-3-methylpyridin-2-yl)-5-methyl-2-(2-(5-(2-methylpyrimidin-5-yl)-3-(2,2,2-trifluoroacetyl)-1H-indol-1-yl)acetyl)-2-azabicyclo[3.1.0]hexane-3-carboxamide